(((1-(chloromethyl)naphthalen-2-yl)oxy)methyl)-5-(trifluoromethyl)benzonitrile ClCC1=C(C=CC2=CC=CC=C12)OCC1=C(C#N)C=C(C=C1)C(F)(F)F